N1N=NC=2N=CC=3C=CN=CC3C21 [1,2,3]triazolo[4,5-c][2,6]naphthyridine